(S)-1-(pyridin-4-yl)propan-2-sulfinamide N1=CC=C(C=C1)C[C@H](C)S(=O)N